Cl.ClC1=CC=C(C=C1)C1=C(C[C@@](CC1)(CN1CCC(CC1)N1CCOCC1)C)CN1CCN(CC1)C1=CC=C(C(=O)N)C=C1 4-(4-(((R)-4'-chloro-4-methyl-4-((4-morpholinopiperidin-1-yl)methyl)-3,4,5,6-tetrahydro-[1,1'-biphenyl]-2-yl)methyl)piperazin-1-yl)benzamide hydrochloride